((3R)-4-amino-3-methyl-1,3-dihydrofuro[3,4-c]quinolin-8-yl)((3R,4S)-3-(4-bromophenyl)-4-methyl-1-pyrrolidinyl)methanone NC1=NC=2C=CC(=CC2C2=C1[C@H](OC2)C)C(=O)N2C[C@H]([C@@H](C2)C)C2=CC=C(C=C2)Br